C[C@@]12CC[C@@](C1(C)C)(OC2=O)C(=O)O (-)-camphanic acid